1H-inden-4-amine C1C=CC=2C(=CC=CC12)N